CN1C=C(C=2C(N(C=C(C21)C)C)=O)C(=O)NC2CC(C2)C2=CC=CC=C2 1,5,7-trimethyl-4-oxo-N-(3-phenylcyclobutyl)-4,5-dihydro-1H-pyrrolo[3,2-c]pyridine-3-carboxamide